3-hydroxy-2-picolinecarboxylate OC=1C(=NC=CC1)CC(=O)[O-]